3',4'-Difluoro-3-[1-oxo-6-(1H-[1,2,3]triazol-4-yl)-1,3-dihydroisoindol-2-yl]biphenyl-4-carboxylic acid 2-dimethylamino-ethyl ester CN(CCOC(=O)C1=C(C=C(C=C1)C1=CC(=C(C=C1)F)F)N1C(C2=CC(=CC=C2C1)C=1N=NNC1)=O)C